C(C)OC(CC(C)C)=O 3-Methyl-1-butanoic acid ethyl ester